ClC=1C(=NC=NC1OC1=CC=C(C=C1)OC)N 5-chloro-6-(4-(methoxy)phenoxy)pyrimidine-4-amine